S(=O)(C1=CC=C(C=C1)N)(=O)[O-].[Mg+2].S(=O)(C1=CC=C(C=C1)N)(=O)[O-] magnesium sulfanilate